tert-butyl (2S,4R)-2-((1H-1,2,3-triazol-1-yl)methyl)-4-(4-bromopicolinamido)-pyrrolidine-1-carboxylate N1(N=NC=C1)C[C@H]1N(C[C@@H](C1)NC(C1=NC=CC(=C1)Br)=O)C(=O)OC(C)(C)C